[C@@H]1([C@H](O)[C@H](O)[C@H](O1)CO)C1=NN(C2=C1NC(NC2=O)=O)C 3-β-D-ribofuranosyl-(1-methyl-pyrazolo[4,3-d]pyrimidine-5,7(4H,6H)-dione)